tert-butyl 7-(6-chloro-8-(2-(((methylsulfonyl)oxy)methyl)thieno[3,2-b]pyridin-7-yl)-3,4-dihydroquinolin-1(2H)-yl)-5-azaspiro[3.4]octane-5-carboxylate ClC=1C=C2CCCN(C2=C(C1)C1=C2C(=NC=C1)C=C(S2)COS(=O)(=O)C)C2CN(C1(CCC1)C2)C(=O)OC(C)(C)C